N-(2-(4-fluorophenyl)-7-(pyridin-2-yl)-1H-indol-5-yl)acrylamide FC1=CC=C(C=C1)C=1NC2=C(C=C(C=C2C1)NC(C=C)=O)C1=NC=CC=C1